C1(=CC=C(C=C1)C1C(C(OC2=CC=CC=C12)=O)S(=O)(=O)CC1=CC=CC=C1)C (+)-4-(p-tolyl)-3-toluenesulfonyl-chroman-2-one